C[C@H]1[C@H]([C@H]([C@H]([C@H](O1)OP(=O)([O-])OP(=O)([O-])OC[C@@H]2[C@H]([C@H]([C@@H](O2)N3C=CC(=O)NC3=O)O)O)NC(=O)C)O)O The molecule is dianion of UDP-N-acetyl-6-deoxy-beta-L-talosamine arising from deprotonation of both free diphosphate OH groups; major species at pH 7.3. It is a conjugate base of an UDP-2-acetamido-2,6-dideoxy-beta-L-talose.